C1(=CC=CC2=CC=CC=C12)[C@@H](C)N1CCC(CC1)NCC(=O)NCC(=O)OC methyl (R)-(R)-(1-(1-(naphthalen-1-yl)ethyl)piperidin-4-yl)glycylglycinate